BrC=1C=C(C=C(C1O)Br)C1(OS(C2=C1C=CC=C2)(=O)=O)C2=CC(=C(C(=C2)Br)O)Br 3,3-bis(3,5-dibromo-4-hydroxyphenyl)-2,1λ6-benzoxathiole-1,1(3H)-dione